(Z)-3-((3-morpholinophenoxy)methylene)isoindolin-1-one O1CCN(CC1)C=1C=C(O\C=C\2/NC(C3=CC=CC=C23)=O)C=CC1